C=C(C(=O)OC1(COC1)C)CC(N[C@@H](C)C1=CC=C(C=C1)C(F)(F)F)=O 3-methyloxetan-3-yl (S)-2-methylene-4-oxo-4-((1-(4-(trifluoromethyl)phenyl)ethyl)amino)butanoate